FC(C(=O)O)(F)F.C(C)(C)O isopropanol trifluoroacetate